(5-(benzyloxy)-1-(3,4-difluorophenyl)-2-isopropyl-1H-indol-3-yl)cyclobut-2-ene-1-carboxylic acid methyl ester COC(=O)C1(C=CC1)C1=C(N(C2=CC=C(C=C12)OCC1=CC=CC=C1)C1=CC(=C(C=C1)F)F)C(C)C